carboxyfluoride C(=O)(O)F